(3R)-4-amino-3-methyl-N-(2,2,2-trifluoroethyl)-N-((5-(trifluoromethyl)-2-pyridinyl)methyl)-1,3-dihydrofuro[3,4-c]quinoline-8-carboxamide NC1=NC=2C=CC(=CC2C2=C1[C@H](OC2)C)C(=O)N(CC2=NC=C(C=C2)C(F)(F)F)CC(F)(F)F